O=C1N(C(C=C1)=O)CCC(=O)NCCOCCOCCC(=O)NN 3-(2,5-dioxo-2,5-dihydro-1H-pyrrol-1-yl)-N-(2-(2-(3-hydrazineyl-3-oxopropoxy)ethoxy)ethyl)propanamide